ClC1=C(C(=CC=C1Cl)OC)C(NS(=O)C(C)(C)C)C1=C(C=NC=C1)C N-[(2,3-dichloro-6-methoxyphenyl)(3-methyl-pyridin-4-yl)methyl]-2-methylpropane-2-sulfinamide